C(=O)(O)C1=CC2=C(N=C(O2)C2=CC(=CC(=C2)Cl)Cl)C=C1 6-CARBOXY-2-(3,5-DICHLOROPHENYL)-BENZOXAZOLE